C(C)(C)(C)OC(=O)NCCN(C(=O)C1=CC=CC=CC=C1)CCCC(=O)OCC1=CC=C(C=C1)OC 4-methoxybenzyl 4-{N-[2-[(tert-butoxycarbonyl)amino]ethyl]cycloocta-1,3,5,7-tetraene-1-carboxamido}-butanoate